methyl 2-(1-(4-cyano-3-(2-(difluoromethyl)azetidin-1-yl)-5,5-difluoro-6,7-dihydro-5H-cyclopenta[c]pyridin-1-yl)azetidin-3-yl)acetate C(#N)C=1C2=C(C(=NC1N1C(CC1)C(F)F)N1CC(C1)CC(=O)OC)CCC2(F)F